CCCCCCCC(CC(=O)OC(CCCCCCC)CC(=O)[O-])O The molecule is a hydroxy monocarboxylic acid anion that is the conjugate base of 3-hydroxydecanoyl-3-hydroxydecanoic acid; major species at pH 7.3. It is a conjugate base of a 3-hydroxydecanoyl-3-hydroxydecanoic acid.